thieno[3,2-b]pyridine-5,7-diol S1C=CC2=NC(=CC(=C21)O)O